4-((4-chloro-3-(cyclohexylmethoxy)phenyl)thio)-1H-1,2,3-triazole-5-carboxylic acid ClC1=C(C=C(C=C1)SC=1N=NNC1C(=O)O)OCC1CCCCC1